C(NC(=O)C=1N=NC(=CC1NC1=NC=CC=C1S(=O)(=O)C)NC(=O)[C@@H]1CC12CC2)([2H])([2H])[2H] (R)-N-(methyl-d3)-4-((3-(methylsulfonyl)pyridin-2-yl)amino)-6-(spiro[2.2]pentane-1-carboxamido)pyridazine-3-carboxamide